N1=CN=CC2=C1NC(C21CC1)=O spiro[cyclopropane-1,5'-pyrrolo[2,3-d]pyrimidine]-6'-one